3-[4-[3-chloro-1-[(4-methoxyphenyl)methyl]pyrazolo[3,4-b]pyridin-5-yl]oxyphenyl]-1-[5-(trifluoromethyl)-3-pyridyl]imidazolidine-2,4-dione ClC1=NN(C2=NC=C(C=C21)OC2=CC=C(C=C2)N2C(N(CC2=O)C=2C=NC=C(C2)C(F)(F)F)=O)CC2=CC=C(C=C2)OC